O=C1N(CCC(N1)=O)C1=CC=C(C=C1)N1CCC(CC1)C(=O)N1C[C@@H](CC1)C(=O)OC(C)(C)C tert-butyl (3R)-1-{1-[4-(2,4-dioxo-1,3-diazinan-1-yl)phenyl]piperidine-4-carbonyl}pyrrolidine-3-carboxylate